O1C=C(C=C1)C1=NN2C(O[C@@H](CC2)C)=C1C(=O)N[C@@H]1C(NC2=C(C(=N1)C1=CC=CC=C1)C=CC=C2)=O (5R)-2-(3-Furyl)-5-methyl-N-[(3S)-2-oxo-5-phenyl-1,3-dihydro-1,4-benzodiazepin-3-yl]-6,7-dihydro-5H-pyrazolo[5,1-b][1,3]oxazine-3-carboxamide